[Si](C1=CC=CC=C1)(C1=CC=CC=C1)(C(C)(C)C)OC[C@H]1NCC(=C1)C1=CC=C(C=C1)F (S)-2-(((tert-butyldiphenylsilyl)oxy)methyl)-4-(4-fluorophenyl)-2,5-dihydro-1H-pyrrole